3-[6-(1-cyano-1-methylethyl)pyridin-3-yl]-1-[(4-{4-[(1,1-dioxo-1λ6-thian-4-yl)amino]-1-(2,2,2-trifluoroethyl)-1H-indol-2-yl}phenyl)methyl]urea C(#N)C(C)(C)C1=CC=C(C=N1)NC(NCC1=CC=C(C=C1)C=1N(C2=CC=CC(=C2C1)NC1CCS(CC1)(=O)=O)CC(F)(F)F)=O